ethyl 3-bromo-1-(4-fluoro-2-iodophenyl)-1H-pyrazole-5-carboxylate BrC1=NN(C(=C1)C(=O)OCC)C1=C(C=C(C=C1)F)I